C(C)C=1C=C(C=CC1O)C1=CC=C(S1)CC1=C2N=C(C(=NC2=CC=C1)C(=O)N)C1=CC(=CC=C1)F ((5-(3-ethyl-4-hydroxyphenyl)thiophen-2-yl)methyl)-(3-fluorophenyl)quinoxaline-2-carboxamide